3-bromo-4-(3-chloro-5-fluoro-phenoxy)-N,N-dimethyl-benzenesulfinamide BrC=1C=C(C=CC1OC1=CC(=CC(=C1)F)Cl)S(=O)N(C)C